NCC1=CN=C(S1)C1=C(C=C(C#N)C=C1)OC=1N(N=C(C1)C1=NC=CC=C1)C 4-[5-(aminomethyl)-1,3-thiazol-2-yl]-3-(2-methyl-5-pyridin-2-ylpyrazol-3-yl)oxybenzonitrile